2,2'-(2-(((S)-1-(bis(carboxymethyl)amino)-3-(4-isothiocyanatophenyl)propan-2-yl)(carboxymethyl)amino)propylazanediyl)diacetic acid C(=O)(O)CN(C[C@H](CC1=CC=C(C=C1)N=C=S)N(C(CN(CC(=O)O)CC(=O)O)C)CC(=O)O)CC(=O)O